N=C1C=CC=C(N1)C=1OC2=C(N1)C=CC=C2 2-(6'-iminopyridyl)benzoxazole